5,6-dihydro-2,2,6,6-tetramethyl-5-oxo-2H-pyran CC1(OC(C(C=C1)=O)(C)C)C